1-ethenyl-N,N',N''-tris(1-methylpropyl)silanetriamine C(=C)[Si](NC(CC)C)(NC(CC)C)NC(CC)C